coumarin-octanol O1C(=O)C(=CC2=CC=CC=C12)CCCCCCCCO